2-chloro-N-[1-[(6-chloro-3-pyridinyl)methyl]-2-pyridylidene]-2,2-difluoroacetamide ClC(C(=O)N=C1N(C=CC=C1)CC=1C=NC(=CC1)Cl)(F)F